(4-fluorophenyl)-6-methyl-5-(piperazin-2-yl)-1H-indazole FC1=CC=C(C=C1)N1N=CC2=CC(=C(C=C12)C)C1NCCNC1